C(C)(=O)O[C@H]1[C@@H](O[C@@H]([C@H]1OC(C)=O)COC(C)=O)N1C(=O)NC(=O)C=C1 uridine triacetate